COC1=C(C=C(C=C1)\C=C/1\C(NC(S1)=S)=O)C#C[Si](C)(C)C (5Z)-5-[[4-Methoxy-3-[2-(trimethylsilyl)ethynyl]phenyl]methylene]-2-thioxo-4-thiazolidinone